FC(C=1OC(=CC1C(=O)NC1=NC(=NS1)CC(C)N1CCN(CC1)C)C1=CC(=CC=C1)OC(F)F)(F)F 2-(trifluoromethyl)-5-(3-(difluoromethoxy)phenyl)-N-(3-(2-(4-methylpiperazin-1-yl)propyl)-1,2,4-thiadiazol-5-yl)furan-3-carboxamide